ClC1=CC=C(C=C1)C=1C2=C(NC([C@@H](N1)C)=S)SC(=C2C)C (3S)-5-(4-chlorophenyl)-3,6,7-trimethyl-1,3-dihydro-2H-thieno[2,3-e][1,4]diazepin-2-thione